BrC(C)[Si](OCC)(OCC)OCC 1-bromoethyltriethoxysilane